(E)-1-phenyl-2-hepten-1-one C1(=CC=CC=C1)C(\C=C\CCCC)=O